N[C@H](C(=O)O)C[C@@H](C(=O)N)CC1=CC=C(C=C1)OS(=O)(=O)F (2S,4S)-2,5-diamino-4-(4-((fluorosulfonyl)oxy)benzyl)-5-oxopentanoic acid